imidazol-2-ylidenegold(I) chloride N=1C(N=CC1)=[Au-2]Cl